1-(3-chloro-5'-fluoro-2'-hydroxy-3'-(1',2',5',6'-tetrahydro-[2,3'-bipyridin]-4-yl)-[1,1'-biphenyl]-4-yl)-3-methyl-1H-imidazol-2(3H)-one ClC=1C=C(C=CC1N1C(N(C=C1)C)=O)C1=C(C(=CC(=C1)F)C1=CC(=NC=C1)C=1CNCCC1)O